BOC-leucyl-L-glycyl-L-arginine C(=O)(OC(C)(C)C)N[C@@H](CC(C)C)C(=O)NCC(=O)N[C@@H](CCCNC(N)=N)C(=O)O